1-[2-(1-Isopropyl-6-methoxy-4-methylhexyl)sulfanyl-3,3-dimethylcyclohexyl]pent-4-en-1-one C(C)(C)C(CCC(CCOC)C)SC1C(CCCC1(C)C)C(CCC=C)=O